(R)-4-((1-(3-(difluoromethyl)-2-fluorophenyl)ethyl)amino)-8-ethoxy-6-(1-(fluoromethyl)cyclopropyl)-2-methylpyrido[4,3-d]pyrimidine-7(6H)-one FC(C=1C(=C(C=CC1)[C@@H](C)NC=1C=2C(N=C(N1)C)=C(C(N(C2)C2(CC2)CF)=O)OCC)F)F